propargyl formate (2-propynyl formate) C(C#C)C(=O)O.C(=O)OCC#C